N-(5,11-dioxo-6,7,8,9,10,11-hexahydro-5H-cyclohepta[b]naphthalen-8-yl)methanesulfonamide O=C1C2=C(C(C=3C=CC=CC13)=O)CCC(CC2)NS(=O)(=O)C